C(C)(=O)OC=1C=C(C=C)C=C(C1)OC(C)=O 3,5-diacetoxystyrene